tert-butyl-(s)-(1-(3-((tert-butoxycarbonyl)amino)propyl)-2-oxoazepan-3-yl)carbamate C(C)(C)(C)OC(N[C@@H]1C(N(CCCC1)CCCNC(=O)OC(C)(C)C)=O)=O